2-(2-methoxyethoxymethyl)-6-(trifluoromethyl)pyridine-3-carboxylic acid COCCOCC1=NC(=CC=C1C(=O)O)C(F)(F)F